(3S,4R)-4-((4-(3-((cyclohexylamino)methyl)-4-isopropylquinolin-6-yl)-5-fluoropyrimidin-2-yl)amino)tetrahydro-2H-pyran-3-ol C1(CCCCC1)NCC=1C=NC2=CC=C(C=C2C1C(C)C)C1=NC(=NC=C1F)N[C@H]1[C@@H](COCC1)O